2-methyl-2H-indazol-7-carbonitril-Dihydrochlorid Cl.Cl.CN1N=C2C(=CC=CC2=C1)C#N